The molecule is an organic anion resulting from the deprotonation of both of the carboxy groups of 1,3-dicarboxyurea. The major species at pH 7.3. It is a conjugate base of a 1,3-dicarboxyurea. C(=O)(NC(=O)[O-])NC(=O)[O-]